22-hydroxycholesterol OC(CCC(C)C)[C@@H](C)[C@H]1CC[C@H]2[C@@H]3CC=C4C[C@@H](O)CC[C@]4(C)[C@H]3CC[C@]12C